5-amino-N-(3,3-difluorocyclobutyl)-N-((5-(2,6-difluorophenyl)pyridin-2-yl)methyl)-6-methyl-1H-pyrrolo[3,2-b]pyridine-2-carboxamide NC1=C(C=C2C(=N1)C=C(N2)C(=O)N(CC2=NC=C(C=C2)C2=C(C=CC=C2F)F)C2CC(C2)(F)F)C